O.O.O.O.C1(=CC=CC=2C(=CC=CC12)S(=O)(=O)O)S(=O)(=O)O naphthalene-1,5-disulfonic acid tetrahydrate